1,2,3,5,6,7-Hexahydro-8-isocyanato-1-methyl-s-indacene N(=C=O)C=1C=2CCCC2C=C2CCC(C12)C